ClC1=C(OC=2N=NC(=CC2C(=O)NC2=CC(=CC=C2)S(=O)(=N)C)C(C)(C)C)C=CC(=C1)F 3-(2-chloro-4-fluorophenoxy)-N-(3-(S-methylsulfonimidoyl)phenyl)-6-tert-butyl-pyridazine-4-carboxamide